C(C1=CC=CC=C1)SC1=NC(=CC=C1F)Cl 2-(benzylthio)-6-chloro-3-fluoropyridine